C(C1=CC=CC=C1)NC(C[C@H](CC(C)C)NC(=O)C1=NN(C(=C1)C1=C(C=CC=C1)C(F)(F)F)C1CCCC1)=O (3S)-N-benzyl-3-({1-cyclopentyl-5-[2-(trifluoromethyl)phenyl]-1H-pyrazol-3-yl}formamido)-5-methylhexanamide